O[C@]12[C@@H](C=C3[C@@H]4CC[C@H]([C@@H](CCCC(C)C)C)[C@]4(CC[C@@H]3[C@]2(CC[C@@H](C1)O)C)C)NCCCN 5α-hydroxy-6β-(3-aminopropyl-amino)cholest-7-en-3β-ol